(2S)-2-[[4-(4-fluorophenyl)-7-hydroxy-3-isopropenyl-2-quinolinyl]amino]propanoic acid FC1=CC=C(C=C1)C1=C(C(=NC2=CC(=CC=C12)O)N[C@H](C(=O)O)C)C(=C)C